C(C1=CC=CC=C1)C(C(=O)[O-])C(=O)[O-] 2-benzylmalonate